BrCCC1=C(C=CC=C1)C(F)(F)F 2-bromo-1-(2-(trifluoromethyl)phenyl)ethane